(S)-6-amino-2-(5-amino-1,3,4,5-tetrahydro-2H-benzo[c]azepin-2-yl)-5-((2-amino-3-chloropyridin-4-yl)thio)-3-methylpyrimidin-4(3H)-one NC1=C(C(N(C(=N1)N1CC2=C([C@H](CC1)N)C=CC=C2)C)=O)SC2=C(C(=NC=C2)N)Cl